NC=1C(=C(C=C2C=C(N=CC12)NC(=O)N1C2CC(C1)C2)C=2C=NC=CC2C)F N-(8-amino-7-fluoro-6-(4-methylpyridin-3-yl)isoquinolin-3-yl)-2-azabicyclo[2.1.1]hexane-2-carboxamide